C1=NC=CC=2C(CCCC12)=O 7,8-Dihydroisoquinolin-5(6H)-one